ClC1=C(C(=CC=C1)F)C(C(=O)O)CNC1=C(C=C(C=C1[N+](=O)[O-])C(F)(F)F)[N+](=O)[O-] (2-chloro-6-fluorophenyl)-3-(2,6-dinitro-4-trifluoromethyl-phenylamino)-propionic acid